(naphthyl)(dimethylfluorenyl)(diphenylfluorenyl)amine C1(=CC=CC2=CC=CC=C12)N(C1=C(C(=CC=2C3=CC=CC=C3CC12)C1=CC=CC=C1)C1=CC=CC=C1)C1=C(C(=CC=2C3=CC=CC=C3CC12)C)C